N-hydroxyheptanamide hydrochloride Cl.ONC(CCCCCC)=O